4-[3-Hydroxy-6-(3-trifluoromethyl-benzyl)-pyridin-2-yl]-4-oxo-butyric acid ethyl ester C(C)OC(CCC(=O)C1=NC(=CC=C1O)CC1=CC(=CC=C1)C(F)(F)F)=O